[N+](=O)([O-])C1=C(C=C(C=C1)B1OC(C(O1)(C)C)(C)C)N1S(CCC1)(=O)=O 2-(2-nitro-5-(4,4,5,5-tetramethyl-1,3,2-dioxaborolan-2-yl)phenyl)isothiazolidine 1,1-dioxide